BrC1=CC=2C(C3=CC=CC=C3C2C=C1)(C1=CC=CC=C1)CC=C(C)C 2-bromo-9-(3-methylbut-2-en-1-yl)-9-phenyl-9H-fluorene